4-acryloxy-4'-acetoxybenzil C(C=C)(=O)OC1=CC=C(C=C1)C(=O)C(=O)C1=CC=C(C=C1)OC(C)=O